(3S)-4-(1-(4-(aminomethyl)-2,6-dimethylphenyl)-6-fluoro-7-(2-fluoro-6-Hydroxyphenyl)-2-oxo-1,2-dihydropyrido[2,3-d]pyrimidin-4-yl)-3-methylpiperazine-1-carboxylate NCC1=CC(=C(C(=C1)C)N1C(N=C(C2=C1N=C(C(=C2)F)C2=C(C=CC=C2O)F)N2[C@H](CN(CC2)C(=O)[O-])C)=O)C